racemic-ethyl trans-3-hydroxy-cyclohexanecarboxylate O[C@@H]1C[C@H](CCC1)C(=O)OCC |r|